ClC=1C=C(C=C(C1)Cl)NC(C(C)OC)N[C@H]1C=C[C@H](C1)C(NCC#C)=O N-(3,5-dichlorophenyl)-2-methoxy-N'-[(1r,4s)-4-(prop-2-ynylcarbamoyl)cyclopent-2-en-1-yl]propanediamine